C(=CCCCCC(C)C)C1C(=O)OC(C1)=O isononenyl-succinic anhydride